FC(CN1C(=NC2=C1C=C(C=C2)C=2C=CN1N=C(N=C(C12)OC)N[C@H]1[C@@H](CN(CC1)C)F)C)F 5-(1-(2,2-difluoroethyl)-2-methyl-1H-benzo[d]imidazol-6-yl)-N-((3r,4r)-3-fluoro-1-methylpiperidin-4-yl)-4-methoxypyrrolo[2,1-f][1,2,4]triazin-2-amine